CC1=NC(=CC(=N1)N1C[C@H](CC1)NC(=O)[C@H]1NCCC1)NC=1SC(=CN1)C1=CC=NC=C1 (2S)-N-[(3S)-1-[2-methyl-6-[[5-(4-pyridyl)thiazol-2-yl]amino]pyrimidin-4-yl]pyrrolidin-3-yl]pyrrolidine-2-carboxamide